3-oxo-1,3-dihydro-2H-benzofuran O=C1COC2=C1C=CC=C2